C(#N)C=1C=C(C=CC1)C1=CC(=C(O1)C)C(=O)NC1=NC(=NS1)CC(=C(F)F)C 5-(3-Cyanophenyl)-N-(3-(3,3-difluoro-2-methylallyl)-1,2,4-thiadiazol-5-yl)-2-methyl-furan-3-carboxamide